(8R)-2-chloro-N-(5-chloro-6-(1,2-dihydroxyethyl)pyridin-3-yl)-8-methyl-8-(trifluoromethyl)-7,8-dihydro-6H-pyrazolo[1,5-a]pyrrolo[2,3-e]pyrimidine-6-carboxamide ClC1=NN2C(N=CC3=C2[C@@](CN3C(=O)NC=3C=NC(=C(C3)Cl)C(CO)O)(C(F)(F)F)C)=C1